COC(=O)N1C(CN(CC1)C=1C=NC(=CC1)C(=O)OC)C(C)(C)C tert-butyl-4-(6-(methoxycarbonyl)pyridin-3-yl)piperazine-1-carboxylic acid methyl ester